tert-butyl 3-(3-(4-(difluoromethoxy)-3-(1-methyl-4-(pyrazolo[1,5-a]pyrimidine-3-carboxamido)-1H-pyrazol-3-yl)phenoxy)phenyl)morpholine-4-carboxylate FC(OC1=C(C=C(OC=2C=C(C=CC2)C2N(CCOC2)C(=O)OC(C)(C)C)C=C1)C1=NN(C=C1NC(=O)C=1C=NN2C1N=CC=C2)C)F